5-(3-(4-(4-amino-3-(4-phenoxyphenyl)-1H-pyrazolo[3,4-d]pyrimidin-1-yl)-3'-fluoro-[1,4'-bipiperidin]-1'-yl)azetidin-1-yl)-2-(2,6-dioxopiperidin-3-yl)isoindoline-1,3-dione NC1=C2C(=NC=N1)N(N=C2C2=CC=C(C=C2)OC2=CC=CC=C2)C2CCN(CC2)C2C(CN(CC2)C2CN(C2)C=2C=C1C(N(C(C1=CC2)=O)C2C(NC(CC2)=O)=O)=O)F